2-((S)-1-propenoyl-4-((S)-7-(3-hydroxynaphthalen-1-yl)-2-(((S)-1-methylpyrrolidin-2-yl)methoxy)-5,6,7,8-tetrahydroquinazolin-4-yl)piperazin-2-yl)acetonitrile C(C=C)(=O)N1[C@H](CN(CC1)C1=NC(=NC=2C[C@H](CCC12)C1=CC(=CC2=CC=CC=C12)O)OC[C@H]1N(CCC1)C)CC#N